(S)-N-(3-Chloro-2,4-difluorophenyl)-N-methyl-3-(6-methyl-4-(trifluoromethyl)pyridin-2-yl)-2-oxoimidazolidine-4-carboxamide ClC=1C(=C(C=CC1F)N(C(=O)[C@H]1N(C(NC1)=O)C1=NC(=CC(=C1)C(F)(F)F)C)C)F